NCC1CCC(O1)C(C)(C)C1OC(CC1)CN 2,2-Bis(5-aminomethyltetra-hydrofuran-2-yl)propan